2,4,6-tri(2-pyridinyl)-1,3,5-triazine N1=C(C=CC=C1)C1=NC(=NC(=N1)C1=NC=CC=C1)C1=NC=CC=C1